N1=C(C=CC=C1)CN(CC)CC1=NC=CC=C1 bis(pyridin-2-ylmethyl)-N-ethylamine